N1=CN=C(C2=C1NC=C2)NC2CCN(CC2)C(=O)OC(C)(C)C tert-butyl 4-((7H-pyrrolo[2,3-d]pyrimidin-4-yl)amino)piperidine-1-carboxylate